FC=1C(=C(C=CC1F)[C@H]1[C@@H](O[C@]([C@H]1C)(C(F)(F)F)C)C(=O)NC=1C=NC(=CC1)[C@H](CO)O)C |o1:8,9,11,12,28| rel-(2R,3S,4S,5R)-3-(3,4-difluoro-2-methylphenyl)-N-(6-((R*)-1,2-dihydroxyethyl)pyridin-3-yl)-4,5-dimethyl-5-(trifluoromethyl)tetrahydrofuran-2-carboxamide